C1N(CC2=CC=CC=C12)CC1=CC(C(=CO1)OCC1CCN(CC1)C(=O)OC(C)(C)C)=O tert-butyl 4-(((6-(isoindolin-2-yl-methyl)-4-oxo-4H-pyran-3-yl)oxy)methyl)piperidine-1-carboxylate